C(=C)C1=C(C=CC=C1)OC1=CC=CC=C1 1-vinyl-2-(phenyloxy)benzene